N-methyl-Propionamide CNC(CC)=O